3,4,5-trifluoro-N-(3-(1-methyl-6-(trifluoromethyl)-1H-benzo[d]imidazol-5-yl)phenyl)benzamide FC=1C=C(C(=O)NC2=CC(=CC=C2)C2=CC3=C(N(C=N3)C)C=C2C(F)(F)F)C=C(C1F)F